FC=1C(=NC=C(C1)F)OC=1C=CC(=NC1)NC([C@@H](C)[C@@H]1C[C@@H](CCC1)C1=CC=[N+](C=C1)[O-])=O 4-((1R,3S)-3-((S)-1-((5-((3,5-difluoropyridin-2-yl)oxy)pyridin-2-yl)amino)-1-oxopropan-2-yl)cyclohexyl)pyridine 1-oxide